4,7-dibromobenzothiadiazole BrC1=CC=C(C2=C1N=NS2)Br